C1(=CC=CC=C1)C(C(CC)NC(O)=O)NC(O)=O 1-phenylbutane-1,2-diyldicarbamic acid